8-Methyl-2-(pyridin-2-ylmethyl)-N-(2-{4-[3-(trifluoromethyl)phenyl]piperazin-1-yl}ethyl)-4,5-dihydro-2H-furo[2,3-g]indazol-7-carboxamid CC1=C(OC=2CCC3=CN(N=C3C21)CC2=NC=CC=C2)C(=O)NCCN2CCN(CC2)C2=CC(=CC=C2)C(F)(F)F